6-((3-bromophenyl)sulfonyl)-2,6-diazaspiro[3.4]octane-2-carboxylic acid tert-butyl ester C(C)(C)(C)OC(=O)N1CC2(C1)CN(CC2)S(=O)(=O)C2=CC(=CC=C2)Br